barium chloride, dihydrate O.O.[Cl-].[Ba+2].[Cl-]